CC(C[C@@H](C(=O)N[C@H](C(=O)N[C@H](C(=O)[C@@]1(OC1)C)CC(C)C)CC1=CC=CC=C1)NC([C@H](CCC1=CC=CC=C1)NC(CN1CCOCC1)=O)=O)C (S)-4-methyl-N-((S)-1-(((S)-4-methyl-1-((R)-2-methyl-oxiran-2-yl)-1-oxopentan-2-yl)amino)-1-oxo-3-phenylpropane-2-yl)-2-((S)-2-(2-morpholinoacetamido)-4-phenylbutyrylamino)-pentanamide